1-(6-methylpyrazin-4-yl)pyrrolidin-3-amine CC1=CN(CC=N1)N1CC(CC1)N